2-[(3R)-3-[1-(2,6-dioxo-3-piperidyl)-3-methyl-2-oxo-benzimidazol-5-yl]pyrrolidin-1-yl]-N-[5-fluoro-7-hydroxy-6-(1,1,4-trioxo-1,2,5-thiadiazolidin-2-yl)-2-naphthyl]acetamide O=C1NC(CCC1N1C(N(C2=C1C=CC(=C2)[C@@H]2CN(CC2)CC(=O)NC2=CC1=CC(=C(C(=C1C=C2)F)N2S(NC(C2)=O)(=O)=O)O)C)=O)=O